C(C)OC(=O)C1(CCN(CC1)C1=C(C(N(C2=CC=CC=C12)C)=O)C#N)F 1-(3-Cyano-1-methyl-2-oxo-1,2-dihydroquinolin-4-yl)-4-fluoropiperidine-4-carboxylic acid ethyl ester